ethyl 5,5-dimethyl-4-[(trifluoromethanesulfonyl)oxy]-2,5-dihydrothiophene-3-carboxylate CC1(C(=C(CS1)C(=O)OCC)OS(=O)(=O)C(F)(F)F)C